1-Methyl-2-[3-(4-phenylmethoxyphenyl)-1H-pyrazol-4-yl]-2,3-dihydroquinazolin-4-one CN1C(NC(C2=CC=CC=C12)=O)C=1C(=NNC1)C1=CC=C(C=C1)OCC1=CC=CC=C1